CN(C)CC1CSC2(SC1)CCN(CC2)C(=O)[C@H](CC(C)C)N2C([C@@H](NCC2)CC(C)C)=O (S)-1-[(S)-1-({3-[(Dimethyl-amino)methyl]-1,5-dithia-9-aza-9-spiro[5.5]undecyl}carbonyl)-3-methylbutyl]-3-isobutyl-2-piperazinone